1,4-disulfonyl-cyclohexane S(=O)(=O)=C1CCC(CC1)=S(=O)=O